[Si](C)(C)(C(C)(C)C)O[C@H](CCCNC1CCC(CC1)(F)F)C (S)-N-(4-((tert-Butyldimethylsilyl)oxy)pentyl)-4,4-difluorocyclohexan-1-amine